BrC1=CN=CC=N1 6-bromo-pyrazine